N1CCC(CC1)NC(CC)=O 1-(4-Piperidylamino)-1-propanone